[N+](=O)([O-])C1=C(C(=CC=C1)C(F)(F)F)NC(C=C)=O N-[2-nitro-6-(trifluoromethyl)phenyl]prop-2-enamide